(E)-2-(6-(4,4,5,5-tetramethyl-1,3,2-dioxaborolan-2-yl)hex-5-en-1-yl)isoindoline-1,3-dione CC1(OB(OC1(C)C)/C=C/CCCCN1C(C2=CC=CC=C2C1=O)=O)C